C1(CC1)C#CC1=NN=C(S1)NC(=O)C1=NC=C(N=C1C1=CC(=NC=C1OC)C(F)F)C1=NN(C=C1)C N-(5-(cyclopropylethynyl)-1,3,4-thiadiazol-2-yl)-3-(2-(difluoromethyl)-5-methoxypyridin-4-yl)-5-(1-methyl-1H-pyrazol-3-yl)pyrazine-2-carboxamide